5-(cyclobutylmethoxy)-N-(1,3-dihydroxy-2-methylpropan-2-yl)-2-methyl-2H-indazole-3-carboxamide C1(CCC1)COC1=CC2=C(N(N=C2C=C1)C)C(=O)NC(CO)(CO)C